tert-butyl 5-bromo-3-ethylsulfanyl-pyridine-2-carboxylate BrC=1C=C(C(=NC1)C(=O)OC(C)(C)C)SCC